1-caproyloxy-pyrene-3,6,8-trisulphonate C(CCCCC)(=O)OC1=CC(=C2C=CC=3C(=CC(=C4C=CC1=C2C34)S(=O)(=O)[O-])S(=O)(=O)[O-])S(=O)(=O)[O-]